ClC1=CC(=C(C(=O)C2=C(C3=C(S2)C=C(C=C3)F)OC3=CC=C(C=C3)/C=C/C(=O)O)C(=C1)C)C (E)-3-(4-((2-(4-chloro-2,6-dimethylbenzoyl)-6-fluorobenzo[b]thiophen-3-yl)oxy)phenyl)acrylic acid